ClC=1C(=NC(=NC1)NC1CCOCC1)C1=CC=C2CN(C(C2=C1)=O)[C@@H](C(=O)N[C@H](CO)C1=CC(=CC=C1)F)C (2R)-2-(6-{5-chloro-2-[(oxan-4-yl)amino]pyrimidin-4-yl}-1-oxo-2,3-dihydro-1H-isoindol-2-yl)-N-[(1S)-1-(3-fluorophenyl)-2-hydroxyethyl]propanamide